1,1,1-trifluoro-ethylammonium iodide [I-].FC(C[NH3+])(F)F